OC=1C(C(NC(N1)=S)=O)OC 6-hydroxy-5-methoxy-2-thioxo-2,5-dihydropyrimidin-4(3H)-one